(R)-4-(N-(4-cyclohexylbenzyl)-1-((perfluorophenyl)sulfonyl)piperidine-2-carboxamido)-2-hydroxybenzoic acid C1(CCCCC1)C1=CC=C(CN(C(=O)[C@@H]2N(CCCC2)S(=O)(=O)C2=C(C(=C(C(=C2F)F)F)F)F)C2=CC(=C(C(=O)O)C=C2)O)C=C1